(4-Acrylpiperazin-1-yl)-7-(2-amino-3,4,5,6-tetrafluorophenyl)-6-chloro-1-(2-isopropyl-4-methylpyridin-3-yl)-2-oxo-1,2-dihydro-1,8-naphthyridine-3-carbonitrile C(=O)(C=C)N1CCN(CC1)C1=C(C(N(C2=NC(=C(C=C12)Cl)C1=C(C(=C(C(=C1F)F)F)F)N)C=1C(=NC=CC1C)C(C)C)=O)C#N